[N+](=O)([O-])C1=CC2=C(NC(=N2)C=2C=C(C=C(C2)C(F)(F)F)N2CCOCC2)C=C1 4-(3-(5-nitro-1H-benz[d]imidazol-2-yl)-5-(trifluoromethyl)phenyl)morpholine